OC1=C(C=C(C=C1C(C)(C)CC)C(C)(C)CC)N1N=C2C(=N1)C=CC=C2 2-(2-hydroxy-3,5-di-tert-pentylphenyl)-2H-benzotriazole